COC1=CC=C2C=CC=C(C2=C1)CCN(C)C1CC1 N-(2-(7-methoxynaphthalen-1-yl)ethyl)-N-methylcyclopropylamine